CS(=O)(=O)CCN([C@@H](C(C)C)C(=O)O)C(C[C@H]1N(C(CC1)=O)CC1=C(C(=CC(=C1)F)F)F)=O.C1(=CC=CC=C1)C(=O)C1=CC=C(C=C1)OCCCCCCCCCCS Phenyl-[4-(10-mercaptodecyloxy)phenyl]methanone 2-(Methylsulfonyl)ethyl-(2-((S)-5-oxo-1-(2,3,5-trifluorobenzyl)pyrrolidin-2-yl)acetyl)-L-valinate